(2R)-2-(2-(4-(tert-butyl)piperidin-1-yl)-2-phenylacetamido)-5-guanidino-N-(4-hydroxybenzyl)pentanamide C(C)(C)(C)C1CCN(CC1)C(C(=O)N[C@@H](C(=O)NCC1=CC=C(C=C1)O)CCCNC(=N)N)C1=CC=CC=C1